[N+](=O)([O-])C1=C(C=CC(=C1)[N+](=O)[O-])CC(=O)O (2,4-dinitrophenyl)-acetic acid